ClC1=C(C(NC2=CC=C(C=C12)F)=O)C1=NC2=C(N1)C=C(C=C2)N2CCOCC2 4-chloro-6-fluoro-3-(6-morpholinyl-1H-benzo[d]imidazol-2-yl)quinolin-2(1H)-one